[Ti].[Mn].[Cr].[Ni] nickel-chromium-manganese-titanium